(5-((4-ethyl-6,6-dimethylmorpholin-3-yl)methoxy)-1-oxoisoindolin-2-yl)piperidine-2,6-dione 7-hydroxyheptyl-2-octyldecanoate OCCCCCCCOC(C(CCCCCCCC)CCCCCCCC)=O.C(C)N1C(COC(C1)(C)C)COC=1C=C2CN(C(C2=CC1)=O)N1C(CCCC1=O)=O